C1=CC(=C(C=C1C(=O)O)Br)O The molecule is a monohydroxybenzoic acid that is 4-hydroxybenzoic acid carrying an additional bromo substituent at position 3. It has a role as an algal metabolite and a bacterial xenobiotic metabolite. It is a monohydroxybenzoic acid and a member of bromobenzenes. It derives from a benzoic acid. It is a conjugate acid of a 3-bromo-4-hydroxybenzoate.